N-methyl-N-benzyl-N'-(6-chloro-6,9-dihydro-1H-purin-2-yl)formamidine CN(C=NC=1NC(C=2N=CNC2N1)Cl)CC1=CC=CC=C1